S1C(=CC=C1)[SiH]([O-])C=1SC=CC1 di(2-thienyl)silanolate